(S)-3-Hydroxy-4,4-dimethyl-N-((S)-1-(3-(trifluoromethoxy)phenyl)ethyl)pentanamide O[C@@H](CC(=O)N[C@@H](C)C1=CC(=CC=C1)OC(F)(F)F)C(C)(C)C